C(C)(C)(C)[Si](C)(C)OC1CCC(CC1)N1N=CC(=C1)I tert-butyl-[4-(4-iodopyrazol-1-yl)cyclohexoxy]-dimethyl-silane